C(#N)C1=C(OC[C@@](CC(C)C)(C)NC(OC(C)(C)C)=O)C=CC(=C1)B1OC(C(O1)(C)C)(C)C (S)-tert-butyl (1-(2-cyano-4-(4,4,5,5-tetramethyl-1,3,2-dioxaborolan-2-yl)phenoxy)-2,4-dimethylpentan-2-yl)carbamate